[4-(2,5-dioxo-2,5-dihydro-1H-pyrrol-1-yl)phenyl]-beta-alaninamide O=C1N(C(C=C1)=O)C1=CC=C(C=C1)NCCC(=O)N